7-((2S,5R)-2,5-dimethyl-4-((R)-1-(quinoxalin-6-yl)ethyl)piperazin-1-yl)-3-Fluoro-4-methyl-2-(tetrahydro-2H-pyran-2-yl)-2,4-dihydro-5H-pyrazolo[4,3-b]Pyridin-5-one C[C@@H]1N(C[C@H](N(C1)[C@H](C)C=1C=C2N=CC=NC2=CC1)C)C=1C=2C(N(C(C1)=O)C)=C(N(N2)C2OCCCC2)F